(bromomethyl)-1-phenyl-3-(p-tolyl)-1H-pyrazole BrCC=1C(=NN(C1)C1=CC=CC=C1)C1=CC=C(C=C1)C